CCCCCCCCCCCCCCCCCCCCCCCCCCCCCCCC normal dotriacontane